N-(3-methoxybenzyl)-N-(3-morpholinobenzoyl)-4-(morpholinoethyl)thiazol-2-amine COC=1C=C(CN(C=2SC=C(N2)CCN2CCOCC2)C(C2=CC(=CC=C2)N2CCOCC2)=O)C=CC1